N2,N2-dibenzyl-5-nitropyridin-2,6-diamine C(C1=CC=CC=C1)N(C1=NC(=C(C=C1)[N+](=O)[O-])N)CC1=CC=CC=C1